N1=C(C=CC=C1)CN1CCC2(CCN(C2)C(=O)N2CC(C3=NC(=CC=C32)C)(C)C)CC1 (8-(pyridin-2-ylmethyl)-2,8-diazaspiro[4.5]decan-2-yl)(3,3,5-trimethyl-2,3-dihydro-1H-pyrrolo[3,2-b]pyridin-1-yl)methanone